3-((4-(dihydroxyboryl)phenyl)methyl)-1,3-benzodiazole-5-carboxylic acid trifluoroacetate FC(C(=O)O)(F)F.OB(C1=CC=C(C=C1)CN1C=NC2=C1C=C(C=C2)C(=O)O)O